C(CCCCCCCCCCCCCCCCCCC)NCCC(=O)[O-].[Na+] sodium β-icosylaminopropionate